methyl 4,6-dichloro-7-fluoro-1H-indole-2-carboxylate ClC1=C2C=C(NC2=C(C(=C1)Cl)F)C(=O)OC